ClC1=NC=C(C(=C1)C1=C(C=NC(=C1)C)C(=O)NC=1SC2=C(N1)CN(C2)C(=O)C=2C=1N(C(=CC2)OC)N=CC1)OC 2'-chloro-5'-methoxy-N-(5-(7-methoxypyrazolo[1,5-a]pyridine-4-carbonyl)-5,6-dihydro-4H-pyrrolo[3,4-d]thiazol-2-yl)-6-methyl-[4,4'-bipyridine]-3-carboxamide